Methyl (2-(4-(((tert-butoxycarbonyl)amino)methyl)piperidin-1-yl)thiazole-4-carbonyl)-L-serinate C(C)(C)(C)OC(=O)NCC1CCN(CC1)C=1SC=C(N1)C(=O)N[C@@H](CO)C(=O)OC